C[SiH](C1=CC=C(C=C1)OCC1=CC=CC=C1)C dimethyl-(4-benzyloxyphenyl)silane